OC(CN(CCN(CCN(C(C)C)CC(C)O)C(C)C)C(C)C)C N,N''-bis(2-hydroxypropyl)-N,N',N''-triisopropyldiethylenetriamine